methyl 3-(3-iodopyrazol-1-yl)propanoate IC1=NN(C=C1)CCC(=O)OC